[Ar].C(C)N1C=C(C=2N=C(N=CC21)SCCC(=O)OCC(CCCC)CC)N2CC(C(C2)(F)F)(F)F 2-ethylhexyl 3-((5-ethyl-7-(3,3,4,4-tetrafluoropyrrolidin-1-yl)-5H-pyrrolo[3,2-d]pyrimidin-2-yl)thio)propionate Argon